O1C=CC2=C1C(=CC=C2)O[C@@H](CCNC)C=2SC=CC2 (S)-3-(benzofuran-7-yloxy)-N-methyl-3-(thiophen-2-yl)propan-1-amine